(S)-N6-((1-(benzo[b]thiophen-4-yl)piperidin-4-yl)methyl)-N6-ethyl-4,5,6,7-tetrahydrobenzo[d]thiazole-2,6-diamine hydrochloride Cl.S1C2=C(C=C1)C(=CC=C2)N2CCC(CC2)CN([C@@H]2CC1=C(N=C(S1)N)CC2)CC